2-OXO-2,3-DIHYDRO-1H-IMIDAZOLE-4-CARBALDEHYDE O=C1NC=C(N1)C=O